8-chloro-7,9-dimethyl-N-propyl-pyrido[3',2':4,5]furo[3,2-d]pyrimidin-4-amine hydrochloride Cl.ClC1=C(C2=C(OC3=C2N=CN=C3NCCC)N=C1C)C